CC(CCNC1C(CCCC1)N)CC N-(3-methylpentyl)cyclohexane-1,2-diamine